ethyl 2-[3-[2-[5-[4,6-difluoro-1-(2-trimethylsilylethoxymethyl)indol-5-yl]oxy-2-fluoro-phenyl]-1H-imidazol-4-yl]-3-methyl-2H-benzofuran-7-yl]acetate FC1=C2C=CN(C2=CC(=C1OC=1C=CC(=C(C1)C=1NC=C(N1)C1(COC2=C1C=CC=C2CC(=O)OCC)C)F)F)COCC[Si](C)(C)C